(8-(4-chloro-1,2,6-trimethyl-1H-benzo[d]imidazol-5-yl)-1-(methoxymethyl)indolizin-3-yl)(3,4,5-trifluorophenyl)methanone ClC1=C(C(=CC=2N(C(=NC21)C)C)C)C2=CC=CN1C(=CC(=C21)COC)C(=O)C2=CC(=C(C(=C2)F)F)F